(1s,4s)-4-(6-(((R)-3-Hydroxypyrrolidin-1-yl)methyl)-4-methyl-1-oxoisoindolin-2-yl)-N-(3-methoxy-4-methylphenyl)cyclohexanecarboxamide O[C@H]1CN(CC1)CC1=CC(=C2CN(C(C2=C1)=O)C1CCC(CC1)C(=O)NC1=CC(=C(C=C1)C)OC)C